ClC1=C(C(=CC=C1)Cl)C=1N=C(NC1C1=CC=CC=C1)C1=CSC=C1 4-(2,6-dichlorophenyl)-5-phenyl-2-(3-thienyl)imidazole